methyl 4-((2,4-bis(benzyloxy)-5-isopropyl-N-phenylbenzamido)methyl)benzoate C(C1=CC=CC=C1)OC1=C(C(=O)N(C2=CC=CC=C2)CC2=CC=C(C(=O)OC)C=C2)C=C(C(=C1)OCC1=CC=CC=C1)C(C)C